tert-butyl 2-(5-bromo-2-fluorophenyl)-2-(3-ethyl-2-oxo-5-(2-oxoethyl)pyridin-1(2H)-yl)acetate BrC=1C=CC(=C(C1)C(C(=O)OC(C)(C)C)N1C(C(=CC(=C1)CC=O)CC)=O)F